ClC1=CC=C(S1)C(=O)NC[C@@H](C(=O)OCCS(=O)(=O)C)NS(=O)(=O)C=1C=C(C=CC1)N1CC2(CCN(C2)C(=O)OC(C)(C)C)CCC1 tert-butyl 7-[3-({(2S)-3-[(5-chlorothiophene-2-carbonyl)amino]-1-[2-(methanesulfonyl)ethoxy]-1-oxopropan-2-yl}sulfamoyl)phenyl]-2,7-diazaspiro[4.5]decane-2-carboxylate